6-Fluoro-5-(1'-isopropyl-[1,4'-bipiperidin]-4-yl)-1-methyl-2-(4-(methylsulfonyl)phenyl)-1H-benzo[d]imidazol FC=1C(=CC2=C(N(C(=N2)C2=CC=C(C=C2)S(=O)(=O)C)C)C1)C1CCN(CC1)C1CCN(CC1)C(C)C